(E)-N-(4-(2-(3-(dicyanomethylene)-5,5-dimethylcyclohex-1-en-1-yl)vinyl)phenyl)formamide C(#N)C(=C1C=C(CC(C1)(C)C)/C=C/C1=CC=C(C=C1)NC=O)C#N